(E)-2-ethylcyclobutane-1-one O-(4-(trifluoromethyl)benzoyl) oxime FC(C1=CC=C(C(=O)O\N=C/2\C(CC2)CC)C=C1)(F)F